N-(5-[3-methyl-3-[1-(2,2,2-trifluoroethyl)piperidin-4-yl]butyl]-1H-indol-3-yl)acetamide CC(CCC=1C=C2C(=CNC2=CC1)NC(C)=O)(C)C1CCN(CC1)CC(F)(F)F